CS(=O)(=O)C=1C=C(C=CC1)C1=CN=C2N1N=C(C=C2)NC2CCC(CC2)C(C)(C)O 2-[(1r,4r)-4-[[3-(3-methylsulfonylphenyl)imidazo[1,2-b]pyridazin-6-yl]amino]cyclohexyl]propan-2-ol